(19R)-3-ethyl-16-fluoro-10,19-dimethyl-20-oxa-4-thia-5,10,11,23-tetraazapentacyclo[19.3.1.02,6.08,12.013,18]pentacosa-1(24),2,5,8,11,13,15,17,21(25),22-decaen-22-amine C(C)C1=C2C3=CN=C(C(O[C@@H](C4=CC(=CC=C4C4=NN(C=C4CC2=NS1)C)F)C)=C3)N